7-(2-(4-(Pentafluoro-λ6-sulfaneyl)phenoxy)pyridin-3-yl)quinolin-4(1H)-one FS(C1=CC=C(OC2=NC=CC=C2C2=CC=C3C(C=CNC3=C2)=O)C=C1)(F)(F)(F)F